BrC1=NC(=CC2=C1OCC(O2)C2CC2)I 5-bromo-2-cyclopropyl-7-iodo-2,3-dihydro-[1,4]dioxino[2,3-c]pyridine